6-((6,7-dichloro-2,2-dioxido-4,9-dihydro-[1,2,6]thiadiazino[4,3-g]indol-3(1H)-yl)methyl)pyridin-2(1H)-one ClC=1C=2C(=CNC2C2=C(C1)CN(S(N2)(=O)=O)CC2=CC=CC(N2)=O)Cl